(Z)-thiochroman-4-one oxime S1CC/C(/C2=CC=CC=C12)=N/O